FC=1C(=C(C=NC1)OC[C@H]1N(CCC1)C(=O)OC(C)(C)C)C1=C(C2=NC=CC=C2N1)C1=CC=CC=C1 tert-butyl (2S)-2-({[5-fluoro-4-(3-phenyl-1H-pyrrolo[3,2-b]pyridin-2-yl)pyridin-3-yl]oxy}methyl)pyrrolidine-1-carboxylate